1-(4,5,6-Trichloro-1H-benzoimidazol-2-yl)-1H-pyrazole ClC1=C(C(=CC=2NC(=NC21)N2N=CC=C2)Cl)Cl